cyclohexyl ((((2R,3S,4R,5S)-5-(4-aminopyrrolo[2,1-f][1,2,4]triazin-7-yl)-2-cyano-3,4-dihydroxytetrahydrofuran-2-yl)methoxy)(hydroxy)phosphoryl)-L-alaninate NC1=NC=NN2C1=CC=C2[C@H]2[C@@H]([C@@H]([C@@](O2)(C#N)COP(=O)(O)N[C@@H](C)C(=O)OC2CCCCC2)O)O